NC1=C(C2=C(N=C(N=C2C(F)F)C)N1C1=C(C(=CC=C1C)O)C)C(=O)N (S)- or (R)-6-amino-4-(difluoromethyl)-7-(3-hydroxy-2,6-dimethylphenyl)-2-methyl-7H-pyrrolo[2,3-d]pyrimidine-5-carboxamide